BrC1=[N+](C=C(C=C1Cl)Cl)[O-] 2-bromo-3,5-dichloropyridine N-oxide